(S)-14-(3-aminophenyl)-7-ethyl-7-hydroxy-10,13-dihydro-11H-[1,3]dioxolo[4,5-g]pyrano[3',4':6,7]indolizino[1,2-b]quinoline-8,11(7H)-dione NC=1C=C(C=CC1)C1=C2C(=NC=3C=C4C(=CC13)OCO4)C4=CC1=C(C(N4C2)=O)COC([C@]1(O)CC)=O